(3S)-3-[2-(morpholin-4-yl)ethyl]-1,2,3,4-tetrahydroisoquinoline dihydrochloride Cl.Cl.N1(CCOCC1)CC[C@H]1NCC2=CC=CC=C2C1